(S)-8-chloro-4-((3-chloro-4-fluorophenyl)amino)-6-(((1-(pyridin-2-ylmethyl)-1H-1,2,3-triazol-4-yl)(thiazol-4-yl)methyl)amino)quinoline-3-carbonitrile ClC=1C=C(C=C2C(=C(C=NC12)C#N)NC1=CC(=C(C=C1)F)Cl)N[C@@H](C=1N=CSC1)C=1N=NN(C1)CC1=NC=CC=C1